Tert-butyl (R)-(1-(4-bromophenyl)ethyl)carbamate BrC1=CC=C(C=C1)[C@@H](C)NC(OC(C)(C)C)=O